ClC1=C(C(=CC=C1)OC)NC(=O)C=1C(=NC(=NC1)NC1=CC(=C(C=C1)C1CCN(CC1)C)C)OC N-(2-chloro-6-methoxyphenyl)-4-methoxy-2-((3-methyl-4-(1-methylpiperidin-4-yl)phenyl)amino)pyrimidine-5-carboxamide